C(#N)C=1C=NN2C1C(=CC(=C2)OC[C@@H](C)O)C=2C=CC(=NC2)N2CC1N(C(C2)C1)C(=O)OC(C)(C)C tert-butyl 3-(5-(3-cyano-6-((R)-2-hydroxypropoxy) pyrazolo[1,5-a]pyridin-4-yl) pyridin-2-yl)-3,6-diazabicyclo[3.1.1]heptane-6-carboxylate